COC(=O)N1[C@H](CCC2=C3C(=CC=C12)N(C(=N3)CCC3=CC=CC=C3)C3CCCCC3)C (1R,3S)-3-[(7S)-6-(Methoxycarbonyl)-7-methyl-2-(2-phenylethyl)-3H,6H,7H,8H,9H-imidazo[4,5-f]chinolin-3-yl]cyclohexan